perfluorotriethyl-methanol FC(C(F)(F)F)(C(O)(C(C(F)(F)F)(F)F)C(C(F)(F)F)(F)F)F